CN1CN=CC=2C1=CN(N2)C2OCCCC2 4-methyl-2-(tetrahydro-2H-pyran-2-yl)-2,4-dihydro-5H-pyrazolo[4,3-d]Pyrimidine